1-Methyl-5-oxo-N-(5-(4-(trifluoromethyl)phenoxy)-1H-indazol-7-yl)-pyrrolidine-2-carboxamide CN1C(CCC1=O)C(=O)NC=1C=C(C=C2C=NNC12)OC1=CC=C(C=C1)C(F)(F)F